CN(C)[Si](CC)(CC)N(C)C di(dimethylamino)diethylsilane